BrC1=C(C=C(C=C1)F)C(C(=O)O)=O 2-(2-bromo-5-fluorophenyl)-2-oxoacetic acid